COC1=C[C@]23CCCN2CCC4=CC5=C(C=C4[C@@H]3[C@@H]1O)OCO5 (-)-cephalotaxine